CCC(C)CCCCCCCCCCCCCCCCCO The molecule is a long-chain primary fatty alcohol that is icosan-1-ol substituted by a methyl group at position 18. It derives from an icosan-1-ol.